[N+](=O)([O-])C1=CC=C(S1)C(=O)C 2-(5-nitrothiophen-2-yl)oxapropylene